2-(4-(methoxycarbonyl)phenyl)-4-(6-methoxypyridin-2-yl)piperidine COC(=O)C1=CC=C(C=C1)C1NCCC(C1)C1=NC(=CC=C1)OC